1-(4-methylbenzene-1-sulfonyl)-N-[(5-methylpyridin-2-yl)methyl]-1H-pyrazole-3-carboxamide CC1=CC=C(C=C1)S(=O)(=O)N1N=C(C=C1)C(=O)NCC1=NC=C(C=C1)C